N-(5-isopropylpyridin-2-yl)-4-(pyridin-2-yl)thiazol-2-amine C(C)(C)C=1C=CC(=NC1)NC=1SC=C(N1)C1=NC=CC=C1